tert-butyl (6-(methylsulfonyl)isoquinolin-4-yl)carbamate CS(=O)(=O)C=1C=C2C(=CN=CC2=CC1)NC(OC(C)(C)C)=O